CN1N=CC2=C1C(N(CCO2)C2=C(C=C(C=C2)C2=NC1=C(C=C(N=C1C=C2)C(F)(F)F)C)C)=O 1-methyl-7-(2-methyl-4-(8-methyl-6-(trifluoromethyl)-1,5-naphthyridin-2-yl)phenyl)-6,7-dihydro-1H-pyrazolo[3,4-f][1,4]oxazepin-8(5H)-one